6-bromo-3-fluoro-2-methylpyridine BrC1=CC=C(C(=N1)C)F